FC=1C=C(C=CC1)C=1N=CNC1C1=CC2=C(N=CS2)C=C1 6-(4-(3-Fluorophenyl)-1H-imidazol-5-yl)benzo[d]thiazole